1-(3-(3,4-dihydroisoquinolin-2(1H)-yl)-4-hydroxypyrrolidine-1-carbonyl)piperidine C1N(CCC2=CC=CC=C12)C1CN(CC1O)C(=O)N1CCCCC1